NC=1C2=C(N=CN1)N(C=C2Br)[C@H]2C[C@@H]([C@H](O2)CO)O[Si](C)(C)C(C)(C)C [(2R,3S,5R)-5-(4-amino-5-bromo-pyrrolo[2,3-d]pyrimidin-7-yl)-3-[tert-butyl(dimethyl)silyl]oxy-tetrahydrofuran-2-yl]methanol